CN1[C@H](CN2C(=CC=C2C(C(F)(F)F)=O)C12CCN(CC2)C(C2=CC=C(C=C2)COCCC(F)(F)F)=O)C 1-[(3S)-2,3-dimethyl-1'-[4-(3,3,3-trifluoropropoxymethyl)benzoyl]spiro[3,4-dihydropyrrolo[1,2-a]pyrazine-1,4'-piperidine]-6-yl]-2,2,2-trifluoro-ethanone